3-(1,1-Difluoroethyl)-N-methoxy-N-methylbicyclo[1.1.1]Pentane-1-carboxamide FC(C)(F)C12CC(C1)(C2)C(=O)N(C)OC